(6-iodo-3-pyridinyl)(2-chloro-2-methylpropyl)-5-[(6-iodo-3-pyridinyl)-methoxy]-3(2H)pyridazinone IC1=CC=C(C=N1)C=1C(N(N=CC1OCC=1C=NC(=CC1)I)CC(C)(C)Cl)=O